(R)-3-(2-methoxy-6-methyl-4-(trifluoromethyl)phenyl)-8-(piperidin-3-yl)-5,6,7,8-tetrahydropyrido[2,3-c]pyridazine COC1=C(C(=CC(=C1)C(F)(F)F)C)C1=CC2=C(N=N1)N(CCC2)[C@H]2CNCCC2